O=C1CC(C2=CC(=CC=C12)OC=1C=C2C(CC(C2=CC1)=O)=O)=O 5-[(1,3-dioxo-2,3-dihydro-1H-inden-5-yl)oxy]-2,3-dihydro-1H-indene-1,3-dione